ClC(C1CN(CCC1)C(=O)OC(C)(C)C)=NO tertbutyl 3-(chloro(hydroxyimino)methyl)piperidine-1-carboxylate